4-(2-(2-Aminopyridin-3-yl)-3-(4-(piperazin-1-ylmethyl)phenyl)-3H-imidazo[4,5-b]pyridin-5-yl)benzonitrile NC1=NC=CC=C1C1=NC=2C(=NC(=CC2)C2=CC=C(C#N)C=C2)N1C1=CC=C(C=C1)CN1CCNCC1